FC1=CC(=C(OC2=C(C(=O)NC3=CC(NC=C3)=O)C=CC(=C2)C(F)(F)F)C=C1)OCCS(=O)(=O)C 2-(4-Fluoro-2-(2-(methylsulfonyl)ethoxy)phenoxy)-N-(2-oxo-1,2-dihydropyridin-4-yl)-4-(trifluoromethyl)benzamide